OCCOC(C(=O)CC)C 2-hydroxy-ethoxy-ethyl-1-propanone